IC1=C(N)C(=CC(=C1)C(F)(F)F)C(F)(F)F 2-iodo-4,6-bis(trifluoromethyl)aniline